tert-butyl 3-((1-(3-cyanophenyl)-1H-1,2,3-triazol-4-yl) carbamoyl)-3-fluoropiperidine-1-carboxylate C(#N)C=1C=C(C=CC1)N1N=NC(=C1)NC(=O)C1(CN(CCC1)C(=O)OC(C)(C)C)F